C(C)(C)(C)C=1C(=C(C=C(C1)CCC(=O)OCC(CCCC)CC)N1NC2=C(N1)C=CC=C2)O 2-(3'-tert-butyl-5'-[2-(2-ethylhexyloxy)carbonylethyl]-2'-hydroxyphenyl)benzotriazoleN